C(=CC)OC(C1=CC=CC=C1)=O.ClC/C=C/C(=O)NC1=C(C=C(C=C1C)C(=O)C1=CC=C2C(=CC=CN12)C1=CC2=C(N(C=N2)C)C=C1C(F)(F)F)C#N (2E)-4-Chloro-N-(2-cyano-6-methyl-4-{8-[1-methyl-6-(trifluoromethyl)-1H-1,3-benzodiazol-5-yl]indolizine-3-carbonyl}phenyl)but-2-enamide prop-1-enyl-benzoate